C(#N)C=1C(=C(C=CC1)C(C)S(=O)(=O)C1=CC=C(C=C1)S(=O)(=O)N(C)C)N1CCC(CC1)CN1CC(OC(C1)C)C 4-((1-(3-cyano-2-(4-((2,6-dimethylmorpholino)methyl)piperidin-1-yl)phenyl)ethyl)sulfonyl)-N,N-dimethylbenzenesulfonamide